NCCCCC(=O)NC1=C(C(=O)NC2=NC=C(C=C2)C)C=CC=C1 (5-Aminopentanoylamino)-N-(5-methylpyridin-2-yl)benzamide